trimellitic acid tristearate C(CCCCCCCCCCCCCCCCC)(=O)O.C(CCCCCCCCCCCCCCCCC)(=O)O.C(CCCCCCCCCCCCCCCCC)(=O)O.C(C=1C(C(=O)O)=CC(C(=O)O)=CC1)(=O)O